1-benzyl-4-bromo-6-cyclopropyl-1H-pyrazolo[3,4-b]Pyridine C(C1=CC=CC=C1)N1N=CC=2C1=NC(=CC2Br)C2CC2